C(C)(=O)N[C@H](C(=O)O)CS (2R)-2-acetamido-3-sulfanyl-propanoic acid